[2-(aminomethyl)-3,3-difluoro-allyl]-4-(6-bromo-2-pyridinyl)-1,2,4-triazol-3-one trifluoroacetate salt FC(C(=O)O)(F)F.NCC(CC=1N(C(NN1)=O)C1=NC(=CC=C1)Br)=C(F)F